CN(C(/C=C/CC[C@@H](C(=O)NC=1C(N(C=CC1)CC1=NC2=C(N1C(=O)OCC)C=C(C(=C2)F)F)=O)OC(N(C)C)=O)=O)C ethyl (S,E)-2-((3-(7-(dimethylamino)-2-((dimethylcarbamoyl)oxy)-7-oxohept-5-enamido)-2-oxopyridin-1(2H)-yl)methyl)-5,6-difluoro-1H-benzo[d]imidazole-1-carboxylate